methyl 5-[(2-chloro-4-pyridyl)oxy]-2-fluoro-benzoate ClC1=NC=CC(=C1)OC=1C=CC(=C(C(=O)OC)C1)F